1-(1-(2-(3,6-diazabicyclo[3.1.1]heptan-3-yl)-7-(thiazol-2-yl)benzo[d]oxazol-4-yl)-2,2,2-trifluoroethoxy)propan-2-ol C12CN(CC(N1)C2)C=2OC1=C(N2)C(=CC=C1C=1SC=CN1)C(C(F)(F)F)OCC(C)O